[Sn].C(C)(=O)CC(C)=O acetyl-acetone tin